O1C(CCCC1)O[C@H]1C[C@@H](CCC1)N1C(C2(C3=C1N=C(N=C3)NC3=CC=C(C=C3)S(=O)(=O)Cl)CC2)=O 4-{7'-[(1R,3R)-3-(Oxan-2-yloxy)cyclohexyl]-6'-oxospiro[cyclopropane-1,5'-pyrrolo[2,3-d]pyrimidin]-2'-ylamino}benzenesulfonyl chloride